COC=1C=C2C(=NC=NC2=CC1OC)N1CC2(CCN(C2)[SH2](=O)C=N)CC1 [7-(6,7-dimethoxyquinazolin-4-yl)-2,7-diazaspiro[4.4]nonan-2-yl](imino)methyl-λ6-sulfanone